CSC1=C(N=CC(=N1)C1=CNC2=C(C=CC=C12)C#N)OC1CNCC1 3-(6-(methylthio)-5-(pyrrolidin-3-yloxy)pyrazin-2-yl)-1H-indole-7-carbonitrile